glutamic acid diacetate sodium salt [Na+].C(CN([C@@H](CCC(=O)O)C(=O)O)CC(=O)[O-])(=O)[O-].[Na+]